2-(trans-4-((2-(4-chloro-2-fluorobenzyl)pyrimidin-4-yl)oxy)cyclohexyl)acetamide Methyl-6-((((S)-oxetan-2-yl)methyl)amino)picolinate COC(C1=NC(=CC=C1)NC[C@H]1OCC1)=O.ClC1=CC(=C(CC2=NC=CC(=N2)O[C@@H]2CC[C@H](CC2)CC(=O)N)C=C1)F